2-hydroxy-1-(2-hydroxyethoxy)propan OC(COCCO)C